2'-O-methyl-N6-methyl-adenosine CO[C@H]1[C@@H](O[C@@H]([C@H]1O)CO)N1C=NC=2C(NC)=NC=NC12